O=C1N(C(=CC2=CC=CC(=C12)C1=CC=C(C#N)C=C1)[C@H](C)NC=1C2=C(N=CN1)NC=CC2=O)C2=CC=CC=C2 (S)-4-(1-oxo-3-(1-((5-oxo-5,8-dihydropyrido[2,3-d]pyrimidin-4-yl)amino)ethyl)-2-phenyl-1,2-dihydroisoquinolin-8-yl)benzonitrile